N[C@H](C(=O)N[C@@H](CC1=CC=C(C=C1)[N+](=O)[O-])CC(NC=1C=NC2=CC=CC=C2C1)=O)CCCN (S)-2,5-diamino-N-((S)-1-(4-nitrophenyl)-4-oxo-4-(quinolin-3-ylamino)butan-2-yl)pentanamide